BrC=1C=C(C(=NC1)C(N)C1=C(C=CC(=C1)F)Cl)[N+](=O)[O-] (5-bromo-3-nitropyridin-2-yl)(2-chloro-5-fluorophenyl)methanamine